OC[C@@]1(OC2=C(C1)C=C(C(=C2)N2CCOCC2)NC(=O)C2=NC(=CC=C2)C(F)(F)F)C N-[(2R)-2-(hydroxymethyl)-2-methyl-6-morpholino-3H-benzofuran-5-yl]-6-(trifluoromethyl)pyridine-2-carboxamide